C1(CC1)C[C@@H](C(=O)[O-])NC(=O)OCC1=C(C=CC=C1F)F (S)-3-cyclopropyl-2-((((2,6-difluorobenzyl)oxy)carbonyl)amino)propanoate